C(#N)N1C[C@@H](CC1)N(S(=O)(=O)C1=CC=C(C=C1)C=1C=NC=CC1)C (R)-N-(1-cyanopyrrolidin-3-yl)-N-methyl-4-(pyridin-3-yl)benzenesulfonamide